((2R,3S,4R,5S)-5-(4-aminopyrrolo[2,1-f][1,2,4]triazin-7-yl)-2-cyano-3,4-dihydroxytetrahydrofuran-2-yl)methyl (tetrahydro-2H-pyran-4-yl) carbonate C(OC[C@]1(O[C@H]([C@@H]([C@@H]1O)O)C1=CC=C2C(=NC=NN21)N)C#N)(OC2CCOCC2)=O